5'-chloro-N-(2-methoxyethyl)-7'-oxo-N-(thiophen-2-ylmethyl)-7',8'-dihydro-6'H-spiro[cyclohexane-1,9'-furo[2,3-f]quinazoline]-2'-carboxamide ClC=1C=C2C(=C3C4(NC(NC13)=O)CCCCC4)OC(=C2)C(=O)N(CC=2SC=CC2)CCOC